ClC=1C=CC(=C(C(=O)O)C1)NC(COCC(=O)NC1=CC(=CC=C1)C1=COC=C1)=O 5-Chloro-2-[(2-{[3-(furan-3-yl)phenyl]amino}-2-oxoethoxy)acetyl]aminobenzoic acid